ethyl 5-[2-(tert-butoxycarbonylamino)ethyl]oxazole-4-carboxylate C(C)(C)(C)OC(=O)NCCC1=C(N=CO1)C(=O)OCC